N-((4-Chloro-2,6-diisopropylphenyl)carbamoyl)-2,6-dimethylmorpholin-4-sulfonamid ClC1=CC(=C(C(=C1)C(C)C)NC(=O)NS(=O)(=O)N1CC(OC(C1)C)C)C(C)C